C(#N)C1CN(C1)S(=O)(=O)N1C[C@H](CCC1)C(=O)N1[C@H](CCC1)C(=O)N[C@H](C(F)F)C1=C(C=CC(=C1)F)F 1-(((3S)-1-((3-cyano-1-azetidinyl)sulfonyl)-3-piperidinyl)carbonyl)-N-((1S)-1-(2,5-difluorophenyl)-2,2-difluoroethyl)-D-prolinamide